FC(N1N=C(C(=C1)F)[S@](=O)(N)=NC(NC1=C2C(=NC(=C1C1=CC=CC=C1)C)CCC2)=O)F |o1:8| (S) or (R)-1-(difluoromethyl)-4-fluoro-N'-((2-methyl-3-phenyl-6,7-dihydro-5H-cyclopenta[b]pyridin-4-yl)carbamoyl)-1H-pyrazole-3-sulfonimidamide